7-{5-[(3aR,6aS)-3a,6a-diethyl-hexahydrocyclopenta[d][1,3,2]dioxaborol-2-yl]-4-methoxy-2-(1H-pyrazol-1-yl)phenyl}cinnolin-4-amine C(C)[C@@]12[C@@](OB(O1)C=1C(=CC(=C(C1)C1=CC=C3C(=CN=NC3=C1)N)N1N=CC=C1)OC)(CCC2)CC